C(C)(C)(C)OC(NC=1C(=NN(C1)C1CCC(CC1)C(C)N)C(F)F)=O N-[1-[4-(1-aminoethyl)cyclohexyl]-3-(difluoromethyl)pyrazol-4-yl]carbamic acid tert-butyl ester